1,3-Dimethyl-imidazole tetrafluoroborate F[B-](F)(F)F.CN1CN(C=C1)C